4-(3-((5-cyclopropyl-2-((2-ethyl-4-(4-methylpiperazin-1-yl)phenyl)amino)pyrimidin-4-yl)amino)propyl)-1,4-oxazepan-5-one C1(CC1)C=1C(=NC(=NC1)NC1=C(C=C(C=C1)N1CCN(CC1)C)CC)NCCCN1CCOCCC1=O